(S)-3-(3-(1-amino-2,3-dihydro-1H-inden-5-yl)-6-methyl-5-(1H-pyrazol-1-yl)-3H-imidazo[4,5-b]pyridin-2-yl)pyridin-2-amine N[C@H]1CCC2=CC(=CC=C12)N1C(=NC=2C1=NC(=C(C2)C)N2N=CC=C2)C=2C(=NC=CC2)N